ClC1=CC(=C(C=C1)NC(=O)C=1C(=CC2=CC=CC=C2C1)OCCNC(=O)C1=CC2=CC=CC=C2C=C1)O N-(2-((3-((4-chloro-2-hydroxyphenyl)carbamoyl)naphthalen-2-yl)oxy)ethyl)-2-naphthamide